C[C@@]12CCC=3N=C(SC3C2CC[C@H]2[C@H]3[C@](CC[C@H]12)(C(CC3)=O)C)NC3=CC=C(C=C3)C (5aR,5bS,7aS,10aS,10bR)-5a,7a-dimethyl-2-((4-methylphenyl)amino)-4,5,5a,5b,6,7,7a,9,10,10a,10b,11,12,12a-tetradecahydro-8H-cyclopenta[7,8]phenanthro[2,1-d]thiazol-8-one